FC1=CC=C(C(=O)NC2=NC=CC(=C2)NC2=C(C=CC(=N2)N2[C@@H]3CN([C@H](C2)C3)C(=O)OC(C)(C)C)[N+](=O)[O-])C=C1 tert-butyl (1S,4S)-5-(6-{[2-(4-fluorobenzamido) pyridin-4-yl] amino}-5-nitropyridin-2-yl)-2,5-diazabicyclo[2.2.1]heptane-2-carboxylate